BrC1=C(C(=CC=C1)[N+](=O)[O-])CNCCC1=CC=C(C=C1)OCCN(C)C [(2-bromo-6-nitrophenyl)methyl](2-{4-[2-(dimethylamino)ethoxy]phenyl}ethyl)amine